3-(4-(3,4-difluoro-2-(trifluoromethyl)phenyl)piperidin-1-carbonyl)-N-methyl-1,4,5,7-tetrahydro-6H-pyrazolo[3,4-c]pyridin-6-carboxamide FC=1C(=C(C=CC1F)C1CCN(CC1)C(=O)C1=NNC=2CN(CCC21)C(=O)NC)C(F)(F)F